N-(7-bromo-3-pentyl-2-quinolyl)-N-tert-butoxycarbonyl-carbamic acid tert-butyl ester C(C)(C)(C)OC(N(C(=O)OC(C)(C)C)C1=NC2=CC(=CC=C2C=C1CCCCC)Br)=O